FC(OC=1C=C(C=CC1)N1C(N(C2=C1C=CC(=C2)C(=O)NC2(CCS(CC2)(=O)=O)C)C(C)C(C)(C)O)=O)F 1-(3-(difluoromethoxy)phenyl)-3-(3-hydroxy-3-methylbutan-2-yl)-N-(4-methyl-1,1-dioxidotetrahydro-2H-thiopyran-4-yl)-2-oxo-2,3-dihydro-1H-benzo[d]imidazole-5-carboxamide